N1(CCOCC1)CCCC1CCNCC1 4-[3-(morpholin-4-yl)propyl]piperidin